ClC=1N=C(C2=C(N1)CCS2)NC2(CC(C2)(F)F)CO (R)-2-chloro-4-((3,3-Difluoro-1-(hydroxymethyl)cyclobutyl)amino)-6,7-dihydrothieno[3,2-d]pyrimidine